C(C)(C)C1=C(NC2=CC=C(C=C12)C1CCN(CC1)C1CCS(CC1)(=O)=O)C1=CN(C2=NC=CC=C21)C 4-(4-(3-isopropyl-2-(1-methyl-1H-pyrrolo[2,3-b]pyridin-3-yl)-1H-indol-5-yl)piperidin-1-yl)tetrahydro-2H-thiopyran 1,1-dioxide